C1=CC(=CC(=C1)Br)OC2=CC=C(C=C2)F 3-bromo-4'-fluorodiphenyl ether